(3R)-3-(tert-butoxycarbonylamino)-5,5,7-trifluoro-2-oxo-1-[[4-(trifluoromethoxy)phenyl]methyl]-3,4-dihydro-1-benzazepine-8-carboxylic acid C(C)(C)(C)OC(=O)N[C@H]1C(N(C2=C(C(C1)(F)F)C=C(C(=C2)C(=O)O)F)CC2=CC=C(C=C2)OC(F)(F)F)=O